5-(trimethoxysilyl)pentane-1,2-disulfonic acid CO[Si](CCCC(CS(=O)(=O)O)S(=O)(=O)O)(OC)OC